5-(isoxazol-5-yl)-2-(piperidin-1-yl)aniline O1N=CC=C1C=1C=CC(=C(N)C1)N1CCCCC1